(S)-6,8-dichloro-2-trifluoromethyl-2H-1-benzopyran-3-carboxylic acid ClC=1C=C(C2=C(C=C([C@H](O2)C(F)(F)F)C(=O)O)C1)Cl